triethylphenyl-ammonium oxalate C(C(=O)[O-])(=O)[O-].C(C)[N+](C1=CC=CC=C1)(CC)CC.C(C)[N+](CC)(CC)C1=CC=CC=C1